N-(3-chloro-4-fluorophenyl)-2,3-dimethyl-4-oxo-4,5,6,7-tetrahydro-2H-isoindole-1-carboxamide ClC=1C=C(C=CC1F)NC(=O)C=1N(C(=C2C(CCCC12)=O)C)C